4-(3-bromophenoxy)-3-methylaniline BrC=1C=C(OC2=C(C=C(N)C=C2)C)C=CC1